2-{5-[methyl(piperidin-4-yl)amino][1,3]thiazolo[5,4-d][1,3]thiazol-2-yl}-5-(1-(2H3)methyl-1H-pyrazol-4-yl)phenol CN(C=1SC2=C(N1)SC(=N2)C2=C(C=C(C=C2)C=2C=NN(C2)C([2H])([2H])[2H])O)C2CCNCC2